6-((7-aminoheptyl)amino)-2-ethyl-1H-benzo[de]isoquinoline-1,3(2H)-dione NCCCCCCCNC=1C=CC=2C(N(C(C3=CC=CC1C23)=O)CC)=O